N-[(1S)-2-hydroxy-1-{3-[4-(trifluoromethyl)phenyl]-1,2,4-oxadiazol-5-yl}ethyl]naphthalene-2-carboxamide OC[C@@H](C1=NC(=NO1)C1=CC=C(C=C1)C(F)(F)F)NC(=O)C1=CC2=CC=CC=C2C=C1